C12COC(C1)C2 3-oxabicyclo[2.1.1]Hexane